ClC=1C(NN=CC1N1C[C@@H](CC1)OC1=NC(=CC(=C1)C=1C=NN(C1C)CC1(COC1)C)F)=O (R)-4-chloro-5-(3-((6-fluoro-4-(5-methyl-1-((3-methyloxetan-3-yl)methyl)-1H-pyrazol-4-yl)pyridin-2-yl)oxy)pyrrolidin-1-yl)pyridazin-3(2H)-one